[Co].C(CCCCC)=N Hexanimin cobalt